1-(5-((2-(6-aminopyrimidin-4-yl)pyridin-3-yl)amino)-4-methylpyridin-2-yl)propan-1-one NC1=CC(=NC=N1)C1=NC=CC=C1NC=1C(=CC(=NC1)C(CC)=O)C